CC([C@H](C(=O)OCC1=CC=CC=C1)O)C benzyl (R)-3-methyl-2-hydroxybutanoate